C1=NNC(=O)NC1=O The molecule is a 1,2,4-triazine compound having oxo-substituents at the 3- and 5-positions. It has a role as an antimetabolite. It is a member of 1,2,4-triazines and a nucleobase analogue.